CC1=C(C(C2=CC=CC=C2)=NO)C(=CC(=C1OCC1OC1C1=CC=CC=C1)C)C 2,4,6-trimethyl-3-((3-phenyloxiran-2-yl)methoxy)benzophenone oxime